NC1=NC=NN2C1=CC=C2[C@]2([C@@H]([C@@H]([C@@](O2)(F)COP(=O)(OC2=CC=CC=C2)N[C@@H](C)C(=O)OC(C)C)O)O)C#N Isopropyl ((((2S,3S,4R,5R)-5-(4-aminopyrrolo[2,1-f][1,2,4]triazin-7-yl)-5-cyano-2-fluoro-3,4-dihydroxytetrahydrofuran-2-yl)methoxy)(phenoxy)phosphoryl)-L-alaninate